2-(1-((3S,4S)-3-fluoropiperidin-4-yl)-1H-pyrazol-4-yl)-8-methyl-7-((2-methyl-1H-benzo[d]imidazol-6-yl)oxy)quinoxaline F[C@H]1CNCC[C@@H]1N1N=CC(=C1)C1=NC2=C(C(=CC=C2N=C1)OC=1C=CC2=C(NC(=N2)C)C1)C